ClC1=C2C=NN(C2=CC=C1NC1=NC(=NO1)C=1C=C(C=CC1)NC(=O)C=1C=NN(C1)C)C(=O)C=1C=NN(C1)C N-(3-(5-((4-chloro-1-(1-methyl-1H-pyrazole-4-carbonyl)-1H-indazol-5-yl)amino)-1,2,4-oxadiazol-3-yl)phenyl)-1-methyl-1H-pyrazole-4-carboxamide